BrC1=CC=C(C=C1)C1=CC=2C3(C4=CC=CC=C4C2C=C1)C1=CC=CC=C1C=1C=CC=CC13 2-(4-bromophenyl)-9,9'-spirobifluorene